O[C@H](C[N+](=O)[O-])[C@@H]1CN(CCOC1)C(=O)OC(C)(C)C tert-butyl (R)-6-((S)-1-hydroxy-2-nitroethyl)-1,4-oxazepane-4-carboxylate